C1(CC1)C1=CC(=NN1)C1=C2C(=NC(=NC2=CC=C1)N1CCC(=CC1)C1=CC=CC2=CC=CC=C12)N (5-cyclopropyl-1H-pyrazole-3-yl)-2-(4-(naphthalen-1-yl)-3,6-dihydropyridin-1(2H)-yl)quinazolin-4-amine